COC1=CC=C(C=C1)NC(NN)=S 4-p-methoxyphenylthiosemicarbazide